silicon-arsenic [As].[Si]